(R)-3-(5-(difluoromethyl)-1,3,4-thiadiazol-2-yl)-N-(1-(fluoromethyl)cyclopropyl)-8-(3-methyl-4-(1-methylcyclopropane-1-carbonyl)piperazin-1-yl)imidazo[1,5-a]pyridine-6-sulfonamide FC(C1=NN=C(S1)C1=NC=C2N1C=C(C=C2N2C[C@H](N(CC2)C(=O)C2(CC2)C)C)S(=O)(=O)NC2(CC2)CF)F